C1(=CC=CC=C1)C1CC(=NO1)C1=CC=C(C(=O)N)C=C1 4-(5-phenyl-4,5-dihydroisoxazol-3-yl)benzamide